OCC1(CC1)C1=CC2=C(N(C(=NC2=O)C)C)C=N1 6-(1-(hydroxymethyl)cyclopropyl)-1,2-dimethylpyrido[3,4-d]pyrimidin-4(1H)-one